1-(tert-butyl) 3-methyl (S)-5-methyl-4-(4,4,5,5-tetramethyl-1,3,2-dioxaborolan-2-yl)-2,5-dihydro-1H-pyrrole-1,3-dicarboxylate C[C@H]1C(=C(CN1C(=O)OC(C)(C)C)C(=O)OC)B1OC(C(O1)(C)C)(C)C